nickel [2,2'-thiobis(4-t-octylphenolate)] S(C1=C(C=CC(=C1)C(C)(C)CC(C)(C)C)[O-])C1=C(C=CC(=C1)C(C)(C)CC(C)(C)C)[O-].[Ni+2]